5-bromo-7-isopropyl-1H-indole-3-carbonyl chloride BrC=1C=C2C(=CNC2=C(C1)C(C)C)C(=O)Cl